C12(CC(C1)C2)NC(=O)C2=CC=C(C(=N2)C(=O)OC)C=2C(=CC1=C(OCCC3=C1SC=C3)C2)C(NC2=C(C=C(C=C2C)CNC(=O)OC(C)(C)C)C)=O methyl 6-(bicyclo[1.1.1]pentan-1-ylcarbamoyl)-3-(9-((4-(((tert-butoxycarbonyl)amino)methyl)-2,6-dimethylphenyl)carbamoyl)-4,5-dihydrobenzo[b]thieno[2,3-d]oxepin-8-yl)picolinate